C(CCC)(=O)C1=CC(=C(C=N1)C=1C=NC2=CC(=NC=C2C1)NC(=O)[C@H]1[C@H](C1)F)C (1S,2S)-N-(3-(6-butyryl-4-methylpyridin-3-yl)-1,6-naphthyridin-7-yl)-2-fluorocyclopropane-1-carboxamide